N-((2-chlorothiazol-5-yl)methyl)-N-methyl-11-oxo-10,11-dihydrodibenzo[b,f][1,4]oxazepine-8-carboxamide ClC=1SC(=CN1)CN(C(=O)C1=CC2=C(OC3=C(C(N2)=O)C=CC=C3)C=C1)C